Indium fluorid [F-].[In+3].[F-].[F-]